(DL)-Alanine methyl ester hydrochloride Cl.COC([C@@H](N)C)=O |r|